(Z)-N-(3-(4-(2-(2,6-dioxopiperidin-3-yl)-1,3-dioxoisoindol-4-yl)piperazin-1-yl)propyl)-6-(5-fluoro-2-oxoindole-3-ylidene)-2-methyl-1,4,5,6-tetrahydrocyclopenta[b]pyrrole O=C1NC(CCC1N1C(C2=CC=CC(=C2C1=O)N1CCN(CC1)CCCN1C\2=C(C=C1C)CC/C2=C\2/C(NC1=CC=C(C=C21)F)=O)=O)=O